tert-butyl (S)-4-(7-(3,5-difluoro-4-methylphenyl)-7H-pyrrolo[2,3-d]pyrimidin-4-yl)-3-methylpiperazine-1-carboxylate FC=1C=C(C=C(C1C)F)N1C=CC2=C1N=CN=C2N2[C@H](CN(CC2)C(=O)OC(C)(C)C)C